tert-butyl (2S)-2-{5-[trans-3-(benzyloxy)cyclobutyl]-7-chloropyrazolo[1,5-a]pyrimidin-2-yl}piperidine-1-carboxylate C(C1=CC=CC=C1)O[C@@H]1C[C@H](C1)C1=NC=2N(C(=C1)Cl)N=C(C2)[C@H]2N(CCCC2)C(=O)OC(C)(C)C